NC(=S)OCC Thio-urethan